FC(C(=O)O)(F)F.COC1=CC=C(C=N1)N1CCNCC1 1-(6-methoxypyridin-3-yl)piperazine trifluoroacetic acid salt